C(C)(C)(C)OC(CCOC[C@H]1N(CCC1)C1=NC2=CC(=CC=C2C(=C1)C1=CN=CO1)Br)=O (S)-3-((1-(7-bromo-4-(oxazol-5-yl)quinolin-2-yl)pyrrolidin-2-yl)methoxy)propionic acid tert-butyl ester